N-[[4-(4-Amino-1-cyclopentyl-pyrazolo[3,4-d]pyrimidin-3-yl)-2-methylphenyl]methyl]-2-methoxy-benzamide NC1=C2C(=NC=N1)N(N=C2C2=CC(=C(C=C2)CNC(C2=C(C=CC=C2)OC)=O)C)C2CCCC2